COC1=C(CNC=2N=C(C3=C(N2)C=C(C=N3)C=3C=NC(=CC3)CN3CCN(CC3)C)N[C@@](CO)(CCCC)C)C=CC(=C1)OC (R)-2-((2-((2,4-dimethoxybenzyl)amino)-7-(6-((4-methylpiperazin-1-yl)methyl)pyridin-3-yl)pyrido[3,2-d]pyrimidin-4-yl)amino)-2-methylhexan-1-ol